((2-(1-((tert-butoxycarbonyl)amino)-7-chloroisoquinolin-4-yl)-5-(tetrahydro-2H-pyran-4-yl)thiazole-4-yl)methyl)(methyl)carbamic acid tert-butyl ester C(C)(C)(C)OC(N(C)CC=1N=C(SC1C1CCOCC1)C1=CN=C(C2=CC(=CC=C12)Cl)NC(=O)OC(C)(C)C)=O